C(C)(C)(C)C1=CC=CC(=N1)N1N(C(C=2C1=NC(=NC2)SC)=O)CC(F)(F)F 1-(6-tert-butylpyridin-2-yl)-6-(methylthio)-2-(2,2,2-trifluoroethyl)-1H-pyrazolo[3,4-d]pyrimidin-3(2H)-one